2-(2,3,5,6-tetrafluoro-4-(trifluoromethyl)phenyl)-acetonitrile FC1=C(C(=C(C(=C1F)C(F)(F)F)F)F)CC#N